N-(7-(4,4-difluoropiperidin-1-yl)furo[2,3-c]pyridin-5-yl)-4-((2-hydroxyethyl)sulfonamido)-5-methyl-2-(6-azaspiro[2.5]octan-6-yl)benzamide FC1(CCN(CC1)C=1N=C(C=C2C1OC=C2)NC(C2=C(C=C(C(=C2)C)NS(=O)(=O)CCO)N2CCC1(CC1)CC2)=O)F